C(C)(C)(C)OC(=O)N1CCC(CC1)NC1=C(C=C(C=C1)O)[N+](=O)[O-] 4-(4-hydroxy-2-nitro-anilino)piperidine-1-carboxylic acid tert-butyl ester